N1(CCC(CC1)C(=O)OC=1C=CC=2C=CC3=CC=CC=C3C2C1)C1CCNCC1 phenanthren-3-yl [1,4'-bipiperidine]-4-carboxylate